NC1=C(C(=O)O)C=CC(=C1N)Cl 2,3-diamino-4-chlorobenzoic acid